CC1=C(C=C(C(=O)NC=2C=NC=C(C2)C(F)(F)F)C=C1)[C@H]1CN(CC1)C1=CN=C2N1C=C(N=C2)N2CCN(CC2)C (S)-4-methyl-3-(1-(6-(4-methylpiperazin-1-yl)imidazo[1,2-a]pyrazin-3-yl)pyrrolidin-3-yl)-N-(5-(trifluoromethyl)pyridin-3-yl)benzamide